2-(1H-pyrazol-4-yl)-7-(1-pyrazol-1-ylethyl)-12-oxa-3-thia-6-azatricyclo[6.4.1.04,13]trideca-1,4(13),7-trien-5-one N1N=CC(=C1)C1=C2OCCCC3=C(NC(C(S1)=C23)=O)C(C)N2N=CC=C2